7-(2-(3-(2,6-Dichlorophenyl)-5-isopropylisoxazol-4-yl)-7-azaspiro[3.5]non-1-en-7-yl)cinnolin ClC1=C(C(=CC=C1)Cl)C1=NOC(=C1C1=CC2(C1)CCN(CC2)C2=CC=C1C=CN=NC1=C2)C(C)C